5-(biphenyl-4-yl-phenyl-amino)-2-{4-(biphenyl-4-yl-phenyl-amino)-phenyl}-benzoxazole C1(=CC=C(C=C1)N(C=1C=CC2=C(N=C(O2)C2=CC=C(C=C2)N(C2=CC=CC=C2)C2=CC=C(C=C2)C2=CC=CC=C2)C1)C1=CC=CC=C1)C1=CC=CC=C1